CN1C(CCC1)CCNCCCCCCOCCCCCCCC N-(2-(1-methylpyrrolidin-2-yl)ethyl)-6-(octoxy)hexane-1-amine